6-(3-aminophenyl)-2-phenoxymethylimidazo[1,2-a]pyrimidine NC=1C=C(C=CC1)C=1C=NC=2N(C1)C=C(N2)COC2=CC=CC=C2